FC=1C=C2C(=CNC2=CC1F)NC(C(=O)NC=1C=NC(=C(C1)C(F)(F)F)OC)=O N-(5,6-difluoro-1H-indol-3-yl)-N'-[6-methoxy-5-(trifluoromethyl)pyridin-3-yl]ethanediamide